[Cl-].C(C=C)(=O)NCCCC[N+](C)(C)C acrylamidopropyl-methyltrimethylammonium chloride